1-isopropyl-3-m-tolyl-1H-pyrazolo[3,4-d]pyrimidin-4-amine C(C)(C)N1N=C(C=2C1=NC=NC2N)C=2C=C(C=CC2)C